FC1=C(C=C(C(=O)O)C=C1)N1CCC2(CC(CC2)N2CCN(CC2)C2=CC=C(C=C2)[N+](=O)[O-])CC1 4-fluoro-3-[3-[4-(4-nitrophenyl)piperazin-1-yl]-8-azaspiro[4.5]decan-8-yl]benzoic acid